FC(C(=O)O)(F)F.ClC=1C=CC(=C(CNC([C@H](C)NC(=O)[C@@H]2NCC[C@@H](C2)C2=CC=CC=C2)=O)C1)N1N=NN=C1 (2R,4S)-N-((S)-1-((5-chloro-2-(1H-tetrazol-1-yl)benzyl)amino)-1-oxopropan-2-yl)-4-phenylpiperidine-2-carboxamide trifluoroacetate